C(C)(C)(C)OC(=O)N1CC2(CNC([C@@H]3COCCN32)=O)C1 (S)-9'-oxohexahydro-1'h-spiro[azetidine-3,6'-pyrazino[2,1-c][1,4]oxazine]-1-carboxylic acid tert-butyl ester